3-((S)-1-(4-(4-(3,5-dimethyl-1-(((R)-oxiran-2-yl)methyl)-1H-pyrazol-4-yl)-5-fluoropyrimidin-2-yl)piperazine-1-carbonyl)-4,5-dihydro-1H-pyrazol-5-yl)-5-fluorobenzonitrile CC1=NN(C(=C1C1=NC(=NC=C1F)N1CCN(CC1)C(=O)N1N=CC[C@H]1C=1C=C(C#N)C=C(C1)F)C)C[C@H]1OC1